BrC=1C=CC(=C(C1)N1N=CC=C1C(=O)O)Cl 1-(5-bromo-2-chlorophenyl)-1H-pyrazole-5-carboxylic acid